2-chloro-N-(2,4-dimethoxybenzyl)-N-(2-hydroxyethyl)-5-nitropyridine-3-carboxamide ClC1=NC=C(C=C1C(=O)N(CCO)CC1=C(C=C(C=C1)OC)OC)[N+](=O)[O-]